BrC=1C=C(C=CC1)/C(=C/C(C(=O)OCC)=O)/O (Z)-ethyl 4-(3-bromophenyl)-4-hydroxy-2-oxobut-3-enoate